[(3aR,4R,6R,6aR)-4-[2-chloro-6-(4'-fluorospiro[azetidine-3,2'-indane]-1-yl)purin-9-yl]-2,2-dimethyl-3a,4,6,6a-tetrahydrofuro[3,4-d][1,3]dioxol-6-yl]methanol ClC1=NC(=C2N=CN(C2=N1)[C@@H]1O[C@@H]([C@H]2OC(O[C@H]21)(C)C)CO)N2CC1(CC3=CC=CC(=C3C1)F)C2